ClC1=CC=C(C=C1)N1CCN(CC1)CCCC=1NC(C2=C(C=CC(=C2C1)C)F)=O 3-(3-(4-(4-chlorophenyl)piperazin-1-yl)propyl)-8-fluoro-5-methylisoquinolin-1(2H)-one